C(C)C1=C(C(=C(C(=N1)CCC1=CC=C(C=C1)OC)C(=O)O)C(=O)O)O 6-ethyl-5-hydroxy-2-(4-methoxyphenylethyl)pyridine-3,4-dicarboxylic acid